8-Cyclopropyl-1,3-dimethyl-7-(4-((4-(methylsulfonyl)piperidin-1-yl)methyl)phenyl)-3,6-dihydroimidazo[4,5-d]pyrrolo[2,3-b]pyridin-2(1H)-one C1(CC1)C1=C(NC2=NC=C3C(=C21)N(C(N3C)=O)C)C3=CC=C(C=C3)CN3CCC(CC3)S(=O)(=O)C